N'-(3,5-dimethoxybenzyl)-6-(6-ethoxypyridin-3-yl)pyrazine-2-carbohydrazide COC=1C=C(CNNC(=O)C2=NC(=CN=C2)C=2C=NC(=CC2)OCC)C=C(C1)OC